FS(=O)(=O)/C=C/C1=CC=C(OCCOCCOCCOCCOCC(=O)OC(C)(C)C)C=C1 tert-butyl (E)-14-(4-(2-(fluorosulfonyl)vinyl)phenoxy)-3,6,9,12-tetraoxatetradecanoate